P(=O)(=O)C=1NC2=CC=CC=C2C1 phospho-indole